2-(2'-Hydroxy-4'-Octoxyphenyl)Benzotriazole OC1=C(C=CC(=C1)OCCCCCCCC)N1N=C2C(=N1)C=CC=C2